C1(CC1)[C@@H]1C2=C(NC([C@@H]1NC(C1=CC(=CC=C1)C(F)(F)F)=O)=O)N(N=C2C(=O)O)C2CCOCC2 |r| rac-(4R,5R)-4-cyclopropyl-6-oxo-1-(tetrahydro-2H-pyran-4-yl)-5-(3-(trifluoromethyl)benzamido)-4,5,6,7-tetrahydro-1H-pyrazolo[3,4-b]pyridine-3-carboxylic acid